CS(=O)(=O)C=1C=C(C=NC1)C1=NC(=NC=C1C(F)(F)F)N[C@@H]1CC[C@H](CC1)N(C(CCC)=O)C1=NC=C(N=C1)C=1C=NN(C1)C N-(trans-4-((4-(5-(methanesulfonyl)pyridin-3-yl)-5-(trifluoromethyl)pyrimidin-2-yl)amino)cyclohexyl)-N-(5-(1-methyl-1H-pyrazol-4-yl)pyrazin-2-yl)butanamide